C(C(=C)C)(=O)OCCN(C(C(=C1C2=CC=CC=C2SC=2C=CC=CC12)C#N)=O)C 2-(2-cyano-N-methyl-2-(9H-thioxanthen-9-ylidene)acetamido)ethyl methacrylate